4-(1-((7-Ethyl-6-oxo-5,6-dihydro-1,5-naphthyridin-3-yl)methyl)piperidin-4-yl)-3-fluoro-N-methylbenzamide C(C)C=1C(NC=2C=C(C=NC2C1)CN1CCC(CC1)C1=C(C=C(C(=O)NC)C=C1)F)=O